vinylsulfonate bis(difluorophosphate) P(=O)(O)(F)F.P(=O)(O)(F)F.C(=C)S(=O)(=O)O